[(1S,2S)-1-methyl-2-(o-tolyl)propyl] (2S)-2-[(3-hydroxy methoxy-pyridine-2-carbonyl)amino]propanoate OCOC=1C(=NC=CC1)C(=O)N[C@H](C(=O)O[C@H]([C@@H](C)C1=C(C=CC=C1)C)C)C